COC=1C=C(C=C(C1OC)OC)NC=1N=CC2=C(N1)C(=CS2)C=2C=C(C=CC2)CO (3-(2-(3,4,5-trimethoxyphenylamino)thieno[3,2-d]pyrimidin-7-yl)phenyl)methanol